C(C)OC(=O)C=1N=CSC1NC(=O)C1=CN(C2=CC=C(C=C12)C#N)CC1=NC=CC=C1 5-[1-(pyridin-2-ylmethyl)-5-cyano-1H-indole-3-carboxamido]Thiazole-4-carboxylic acid ethyl ester